OCC(CO)(CO)NCC(CS(=O)(=O)O)O 3-[[1,3-dihydroxy-2-(hydroxymethyl)propan-2-yl]-amino]-2-hydroxypropane-1-sulfonic acid